4-(3-(4-(6-((6-acetyl-8-cyclopentyl-5-methyl-7-oxo-7,8-dihydropyrido[2,3-d]pyrimidin-2-yl)amino)pyridin-3-yl)piperidine-1-carbonyl)azetidin-1-yl)-N-(2,6-dioxopiperidin-3-yl)benzamide C(C)(=O)C1=C(C2=C(N=C(N=C2)NC2=CC=C(C=N2)C2CCN(CC2)C(=O)C2CN(C2)C2=CC=C(C(=O)NC3C(NC(CC3)=O)=O)C=C2)N(C1=O)C1CCCC1)C